C(CC)(=O)OC=1C(=C(C=C(C1F)C)C1=C(C=CC=C1C)F)F (2,2',4-trifluoro-5,6'-dimethyl-[1,1'-biphenyl]-3-yl) propionate